1-(2-benzyl-4-(1-(pyridin-3-ylmethyl)-1H-pyrazol-3-yl)-5,8-dihydropyrido[3,4-d]pyrimidin-7(6H)-yl)prop-2-en-1-one C(C1=CC=CC=C1)C=1N=C(C2=C(N1)CN(CC2)C(C=C)=O)C2=NN(C=C2)CC=2C=NC=CC2